N[C@@H]1C2=CC=CC=C2CC12CCN(CC2)C2=CC=CC=C2C(=C)C2=NNCC2 (S)-6-(1-amino-1,3-dihydrospiro[indene-2,4'-piperidine]-1'-yl)-3-(1-phenylvinyl)-1,5-dihydro-4H-pyrazole